(4-fluorophenyl)-N-(4-methyl-3-(1-methyl-5-morpholino-6-oxo-1,6-dihydropyridin-3-yl)phenyl)-5-(methylsulfonyl)-1H-pyrazole-3-carboxamide FC1=CC=C(C=C1)N1N=C(C=C1S(=O)(=O)C)C(=O)NC1=CC(=C(C=C1)C)C1=CN(C(C(=C1)N1CCOCC1)=O)C